OC(=O)C(F)(F)F.N1(N=NC=C1)C[C@@H]1C[C@H](CN1)NC(C1=NC=CC(=C1)C1=CC(=CC=C1)C(F)(F)F)=O N-((3R,5S)-5-((1H-1,2,3-Triazol-1-yl)methyl)pyrrolidin-3-yl)-4-(3-(trifluoromethyl)phenyl)picolinamide TFA salt